4,4'-(butane-1,4-diylbis(6-methoxybenzo[b]selenophene-5,2-diyl))bis(4-oxobutanoic acid) C(CCCC1=CC2=C([Se]C(=C2)C(CCC(=O)O)=O)C=C1OC)C1=CC2=C([Se]C(=C2)C(CCC(=O)O)=O)C=C1OC